FC(N1N=CC(=C1C)N1C=C(C=2C1=NC=C(C2)C=2C(=NOC2C)C)C2=C(C=C(C(=O)O)C=C2)OC(C)C)F 4-(1-(1-(difluoromethyl)-5-methyl-1H-pyrazol-4-yl)-5-(3,5-dimethylisoxazol-4-yl)-1H-pyrrolo[2,3-b]pyridin-3-yl)-3-isopropoxybenzoic acid